4-((2-(4-bromophenyl)propan-2-yl)sulfonyl)morpholine BrC1=CC=C(C=C1)C(C)(C)S(=O)(=O)N1CCOCC1